7-hydroxy-6-methoxy-2-methyl-3-(2-morpholino-2-oxoethyl)-4-oxo-4H-chromene-8-carbaldehyde OC1=C(C=C2C(C(=C(OC2=C1C=O)C)CC(=O)N1CCOCC1)=O)OC